C(CCCCCCC)(=O)N[C@@H](CCCCN)C(=O)O caprylyl-lysine